ditertiary butyl ketone oxime C(C)(C)(C)C(C(C)(C)C)=NO